C(C)C(C(=O)O)=C1OCC1.O1CC(C1)=CC(=O)O Oxetan-3-ylideneacetate (ethyl oxetan-YLIDENEACETATE)